C1(C2=CC=C(C(=O)OCCC(CCO1)C)C=C2)=O 3-methyl-1,5-pentylene terephthalate